FC(C(=O)N(C(=O)C(F)(F)F)C1S(CCC1)(=O)=O)(F)F N,N-bis-(trifluoromethylcarbonyl)aminotetrahydrothiophene-1,1-dioxide